7-tert-butyl-6-chloro-2-(trifluoromethyl)-2H-benzopyran-3-carboxylic acid C(C)(C)(C)C1=CC2=C(C=C(C(O2)C(F)(F)F)C(=O)O)C=C1Cl